CSC1=NC=2C=C(CCC2C(=N1)O)C1=CC=CC2=CC=CC=C12 2-(methylthio)-7-(naphthalen-1-yl)-5,6-dihydroquinazolin-4-ol